ClC=1C=NN(C1C1=NN2C(N(C(CC2)=O)[C@@H](C)C2=CC(=C(C=C2)C=2N(C=C(N2)C(F)(F)F)CC)F)=N1)C(C)C (S)-2-(4-chloro-1-isopropyl-1H-pyrazol-5-yl)-4-(1-(4-(1-ethyl-4-(trifluoromethyl)-1H-imidazol-2-yl)-3-fluorophenyl)ethyl)-6,7-dihydro-[1,2,4]triazolo[1,5-a]pyrimidin-5(4H)-one